NC1=NC=C(C2=C1C(=NN2)I)C#N 4-amino-3-iodo-1H-pyrazolo[4,3-c]pyridine-7-carbonitrile